FC(CC[Si](N[Si](C)(C)CCC(F)(F)F)(C)C)(F)F 1,3-bis(3,3,3-trifluoropropyl)-1,1,3,3-tetramethyldisilazane